(4R,5S)-5-fluoro-1-[4-({8-[3-(methanesulfonyl-methyl)azetidin-1-yl]-2,7-naphthyridin-3-yl}amino)pyrimidin-2-yl]-3,3-dimethyl-piperidin-4-ol F[C@@H]1[C@@H](C(CN(C1)C1=NC=CC(=N1)NC=1N=CC2=C(N=CC=C2C1)N1CC(C1)CS(=O)(=O)C)(C)C)O